ClC=1C(=CC(=NC1)OC)C1=CC(=NN1)C(=O)N1C2(CC2)C[C@@H](CC1)C(=O)NCC1=CC(=CC=C1)Cl (R)-4-(5-(5-chloro-2-methoxypyridin-4-yl)-1H-pyrazole-3-carbonyl)-N-(3-chlorobenzyl)-4-azaspiro[2.5]octane-7-carboxamide